ClNC(CCC(=O)N)=O N-chlorosuccinamide